C(C)(C)(C)N[C@@H](C)C(=O)O tert-butyl-alanine